O1CCC2=C1C=CC(=C2)SC=2C=C1C=NN(C(C1=CC2)=O)CC2=NNC(=C2)C 6-((2,3-dihydrobenzofuran-5-yl)thio)-2-((5-methyl-1H-pyrazol-3-yl)methyl)phthalazin-1(2H)-one